C(NC(C1=CN=CC=C1NC1=CC=CC=2C=3C(C(N(C12)C)C)=NN(N3)C)=O)([2H])([2H])[2H] N-(methyl-d3)-4-((2,4,5-trimethyl-4,5-dihydro-2H-[1,2,3]triazolo[4,5-c]quinolin-6-yl)amino)nicotinamide